NCC1=C(C=CC(=C1)Cl)C(O)[C@H]1C[C@H]([C@@H]2OC(O[C@@H]21)(C)C)N2C=CC1=C2N=CN=C1C (2-(aminomethyl)-4-chlorophenyl)((3aR,4R,6R,6aS)-2,2-dimethyl-6-(4-methyl-7H-pyrrolo[2,3-d]pyrimidin-7-yl)tetrahydro-4H-cyclopenta[d][1,3]dioxol-4-yl)methanol